9-((5-((S)-3-amino-3-((R)-1-(pyridin-2-yl)ethyl)piperidin-1-yl)-2-(3,4-difluorophenyl)pyridin-4-yl)methyl)-9H-purin-6-amine N[C@]1(CN(CCC1)C=1C(=CC(=NC1)C1=CC(=C(C=C1)F)F)CN1C2=NC=NC(=C2N=C1)N)[C@@H](C)C1=NC=CC=C1